NC=1C(=C(C=C2C=C(N=CC12)NC(OC1[C@H]2COC[C@@H]1CN(C2)C(C)C)=O)C2=C(C1=C(OCCN1)N=C2)C)F (1R,5S,9r)-7-isopropyl-3-oxa-7-azabicyclo[3.3.1]nonan-9-yl (8-amino-7-fluoro-6-(8-methyl-2,3-dihydro-1H-pyrido[2,3-b][1,4]oxazin-7-yl)isoquinolin-3-yl)carbamate